C(C)OC1=C(C=CC(=O)O)C=CC=C1 2-ethoxycinnamic acid